tert-Butyl 4-(N-(2-oxo-2,3-dihydro-1H-benzo[d]imidazol-5-yl)sulfamoyl)piperidine-1-carboxylate O=C1NC2=C(N1)C=CC(=C2)NS(=O)(=O)C2CCN(CC2)C(=O)OC(C)(C)C